[N+](=O)([O-])C1=C(C=CC=C1)C1=C(N=C(O1)C1=CC=C(C=C1)C(F)(F)F)C(=O)NCCCN1CCCC1 (2-nitrophenyl)-N-(3-(pyrrolidin-1-yl)propyl)-2-(4-(trifluoromethyl)phenyl)oxazole-4-carboxamide